3-cyano-benzene-1-sulfonyl chloride C(#N)C=1C=C(C=CC1)S(=O)(=O)Cl